6-(benzyloxy)-3-(1,4-diazabicyclo[3.2.2]nonan-4-yl)dibenzo[b,d]thiophene 5,5-dioxide C(C1=CC=CC=C1)OC1=CC=CC=2C3=C(S(C21)(=O)=O)C=C(C=C3)N3CCN2CCC3CC2